FC=1C=C(CCNC(NC2=CC=C(OC3=NC=NC4=CC(=C(C=C34)NC(C(C)C)=O)OC)C=C2)=O)C=CC1 N-(4-(4-(3-(3-fluorophenethyl)ureido)phenoxy)-7-methoxyquinazolin-6-yl)isobutyramide